C([O-])([O-])=O.[Ni+2] nickelous carbonate